3-((3-Exo)-3-((6-((5-methyl-1H-pyrazol-3-yl)amino)imidazo[1,2-a]pyrazin-8-yl)amino)-8-azabicyclo[3.2.1]oct-8-yl)propionitrile CC1=CC(=NN1)NC=1N=C(C=2N(C1)C=CN2)NC2CC1CCC(C2)N1CCC#N